C1(=CC=C(C=C1)C1=NC(=NC(=N1)C1=CC=CC=C1)C=1C=C(C=CC1)C1=CC(=CC(=C1)C(C)(C)C)C(C)(C)C)C1=CC=CC=C1 2-[(1,1'-Biphenyl)-4-yl]-4-phenyl-6-{(3',5'-di-tert-butyl)-1,1'-biphenyl-3-yl}-1,3,5-triazine